NCCCCCCCCCCCC1=CC=CC=2N(C(N(C21)C)=O)C2CNCCC2 3-[4-(11-Aminoundecyl)-3-methyl-2-oxo-benzimidazol-1-yl]piperidine